1-{6-chloro-2-[(1-cyclopropyl-1H-pyrazol-4-yl)amino]quinazolin-7-yl}piperidin-4-ol ClC=1C=C2C=NC(=NC2=CC1N1CCC(CC1)O)NC=1C=NN(C1)C1CC1